heptadecan-9-yl 8-((2-hydroxy-6-(1H-pyrrole-3-carboxamido)hexyl)(6-oxo-6-(tridecane-3-yloxy)hexyl) Amino)octanoate OC(CN(CCCCCCCC(=O)OC(CCCCCCCC)CCCCCCCC)CCCCCC(OC(CC)CCCCCCCCCC)=O)CCCCNC(=O)C1=CNC=C1